FC(C1(CCNCC1)O)(F)F 4-(trifluoromethyl)-4-hydroxypiperidine